N1C[C@H](CCC1)NC1=NC=C(C(=N1)C=1C=C(NC1)C=1C=C(C#N)C=CC1)C(F)(F)F 3-[4-(2-{[(3S)-piperidin-3-yl]amino}-5-(trifluoromethyl)pyrimidin-4-yl)-1H-pyrrol-2-yl]benzonitrile